2-(2-methanesulfonyloxypropoxy)naphthalene CS(=O)(=O)OC(COC1=CC2=CC=CC=C2C=C1)C